6-chloro-N-methoxy-N-methyl-chromane-3-carboxamide ClC=1C=C2CC(COC2=CC1)C(=O)N(C)OC